4-[[2-(4,4-Difluorocyclohexyl)acetyl]amino]-N-(1,1-dimethylprop-2-ynyl)pyridin FC1(CCC(CC1)CC(=O)NC1=CCN(C=C1)C(C#C)(C)C)F